FC=1C(=NC=CC1)C1=NC2=C(C=NC(=C2)C(=O)NC)N1[C@@H]1C[C@@H](CCC1)NC(=O)C=1SC(=CC1)Cl |r| (3-fluoro-2-pyridinyl)-N-methyl-3-[rac-(1S,3R)-3-[(5-chlorothiophene-2-carbonyl)amino]cyclohexyl]imidazo[4,5-c]pyridine-6-carboxamide